[C@H]12CC(C[C@H](CC1)N2)N(C2=CC=C(N=N2)C=2C=C1C=CN=CC1=CC2O)C 6-(6-(((1r,3s,5s)-8-azabicyclo[3.2.1]oct-3-yl)(methyl)amino)pyridazin-3-yl)isoquinolin-7-ol